[1-[4-[[(3S)-1-acetyl-pyrrolidin-3-yl]amino]-5-oxido-6,7-dihydro-thieno[3,2-d]pyrimidin-5-ium-2-yl]azetidin-3-yl]isothiazole-4-carboxylate C(C)(=O)N1C[C@H](CC1)NC=1C2=C(N=C(N1)N1CC(C1)OC(=O)C=1C=NSC1)CC[S+]2[O-]